C(CCCCCCC=CCC=CCCCCCC)(=O)O octadeca-8,11-dienoic acid